NC1=C(C=C(C=N1)NC(C(=O)N1[C@H](CC[C@@H](C1)C)C1=CC=C(C=C1)N1CCOC2(CN(C2)C)C1)=O)CC |o1:12,15| rel-N-(6-Amino-5-ethyl-3-pyridyl)-2-[(2R,5S)-5-methyl-2-[4-(2-methyl-5-oxa-2,8-diazaspiro[3.5]nonan-8-yl)phenyl]-1-piperidyl]-2-oxo-acetamide